FC=1C=C(C(=O)NCCC(=O)NC=2SC(=C(N2)C)C(=O)OCC)C=C(C1)C(=O)OC Ethyl 2-[3-[(3-fluoro-5-methoxycarbonyl-benzoyl)amino]propanoylamino]-4-methyl-thiazole-5-carboxylate